N1=CC(=CC=C1)NC(OC[C@@H]1OC2=C(C1)C1=C(N=C(S1)C1=C3N=CC(=NC3=CC(=C1)C)OC)C=C2F)=O (R)-(5-fluoro-2-(2-methoxy-7-methylquinoxalin-5-yl)-7,8-dihydrobenzofuro[5,4-d]thiazol-7-yl)methyl pyridin-3-ylcarbamate